6-morpholinopyrazine O1CCN(CC1)C1=CN=CC=N1